C(CCCCCCCCCCCCCCCC)[Si](OC)(OC)C heptadecyl-methyl-dimethoxysilane